(1-(3-(3,4-dichloro-2-methyl-2H-indazol-5-yl)-4-cyano-1H-pyrazolo[3,4-d]pyrimidine-6-yl)-4-(2,4-difluorophenyl)piperidin-4-yl)carbamate ClC=1N(N=C2C=CC(=C(C12)Cl)C1=NNC2=NC(=NC(=C21)C#N)N2CCC(CC2)(C2=C(C=C(C=C2)F)F)NC([O-])=O)C